FC(C=1C=CC(=C(C1)C=1C(=CC=C(C1)CC=1OC(=NN1)C)C(=O)O)OC)F 5'-(difluoromethyl)-2'-methoxy-5-((5-methyl-1,3,4-oxadiazol-2-yl)methyl)-[1,1'-biphenyl]-2-carboxylic acid